(7-(2-(4-(6-fluorobenzo[b]thiophen-4-yl)piperazin-1-yl)ethyl)-2-oxo-3,4-dihydroquinolin-1(2H)-yl)methyl tetradecyl carbonate C(OCN1C(CCC2=CC=C(C=C12)CCN1CCN(CC1)C1=CC(=CC=2SC=CC21)F)=O)(OCCCCCCCCCCCCCC)=O